ClC1=CC(=C2C(=C(NC2=C1Cl)CO)C=1C=NNC1)OCC#N 2-((6,7-dichloro-2-(hydroxymethyl)-3-(1H-pyrazol-4-yl)-1H-indol-4-yl)oxy)acetonitrile